COC(CC1CC2(C1)CC(C2)NC(=O)C=2C=CC(=C1C=NN(C21)CC=2SC(=CC2)C(F)(F)F)Cl)=O 2-(6-(4-chloro-1-((5-(trifluoromethyl)thiophene-2-yl)methyl)-1H-indazole-7-carboxamido)spiro[3.3]hept-2-yl)acetic acid methyl ester